CC1(C(=C(C1)C1=C(C=CC(=C1)C(F)(F)F)NC(C)=O)C1=CC=CC=C1)C N-(2-(3,3-dimethyl-2-phenyl-cyclobut-1-enyl)-4-trifluoromethylphenyl)acetamide